6-(3,5-dimethylpyrazol-1-yl)-2-(pyridin-2-yl)-4-aminopyrimidine CC1=NN(C(=C1)C)C1=CC(=NC(=N1)C1=NC=CC=C1)N